methyl 6-chloro-1-(4-methylphenyl)-1,3,4,9-tetrahydro-2H-β-carboline-2-carboxylate ClC=1C=C2C=3CCN(C(C3NC2=CC1)C1=CC=C(C=C1)C)C(=O)OC